(4-cyclopentylcyclohexyl)-3,5-difluorobenzene C1(CCCC1)C1CCC(CC1)C1=CC(=CC(=C1)F)F